OC(CCCCC)C1C(CCC1)=O 2-(1-hydroxyhexyl)-cyclopentanone